FC=1C=2N(C=C(C1)N1C=NC3=CC(=CC=C3C1=O)N1CCN(CC1)C(=O)OC(C)(C)C)C=C(N2)C Tert-butyl 4-(3-(8-fluoro-2-methylimidazo[1,2-a]pyridin-6-yl)-4-oxo-3,4-dihydroquinazolin-7-yl)piperazine-1-carboxylate